C(C)(=O)N1CCC(CC1)C1=C(C=CC(=C1)Cl)C=1SC=C(N1)CC(=O)NC(C(=O)OCC)(C)C 1-Ethyl 2-[[2-[2-[2-(1-acetyl-4-piperidyl)-4-chloro-phenyl]thiazol-4-yl]acetyl]amino]-2-methyl-propanoate